tert-butyl (S)-2-((benzyloxy)methyl)-4-oxopyrrolidine-1-carboxylate C(C1=CC=CC=C1)OC[C@H]1N(CC(C1)=O)C(=O)OC(C)(C)C